{[4-bromo-5-(3-fluorophenyl)-1-(pyrazin-2-yl)-1H-pyrazol-3-yl]oxy}acetic acid BrC=1C(=NN(C1C1=CC(=CC=C1)F)C1=NC=CN=C1)OCC(=O)O